C-phenyl-N-benzyl-nitrone C1(=CC=CC=C1)C=[N+]([O-])CC1=CC=CC=C1